N1[C@@H](CCC1)C(=O)N1C(C(NC2=C(C1)C=CC=C2)=O)C(C)CC 4-(prolyl)-3-(sec-butyl)-1,3,4,5-tetrahydro-2H-benzo[1,4]diazepin-2-one